ClC1=NC(=NC(=C1OC(C)C)Cl)N 4,6-dichloro-5-isopropoxy-pyrimidin-2-amine